ethyl (E)-3-(1-(but-2-en-1-yl)-4-methyl-1H-benzo[d][1,2,3]triazol-5-yl)-3-(1,2,3,4-tetrahydroisoquinolin-7-yl)propanoate C(\C=C\C)N1N=NC2=C1C=CC(=C2C)C(CC(=O)OCC)C2=CC=C1CCNCC1=C2